CN(CCOC1=CC=C(C=C1)C(C)NC(C1=CC(=C(C=C1)OC)OC)=O)C N-(1-(4-(2-(dimethylamino)ethoxy)phenyl)ethyl)-3,4-dimethoxybenzamide